hydroxypropyloxybenzaldehyde OCCCOC1=C(C=O)C=CC=C1